C1=CC(=CC=C1C2=C(C(=O)C3=C(C=C(C=C3O2)O)O)O[C@H]4[C@@H]([C@H]([C@@H]([C@H](O4)CO)O)O)O[C@H]5[C@@H]([C@H]([C@@H]([C@H](O5)CO)O)O)O)O The molecule is a sophoroside that is kaempferol attached to a beta-D-sophorosyl residue at position 3 via a glycosidic linkage. It has a role as a plant metabolite. It is a trihydroxyflavone and a sophoroside.